CS(=O)(=O)C1=CC=C(C=N1)OC[C@H]1C[C@H](N(C1)CCC=1C=C(C#N)C=CC1)C 3-{2-[(2R,4S)-4-{[(6-methanesulfonylpyridin-3-yl)oxy]methyl}-2-methylpyrrolidin-1-yl]ethyl}benzonitrile